2-[2-(3,5-difluorophenyl)acetylamino]-N-(5-methyl-6-oxo-6,7-dihydro-5H-dibenzo[b,d]azepin-7-yl)propanamide FC=1C=C(C=C(C1)F)CC(=O)NC(C(=O)NC1C2=C(C3=C(N(C1=O)C)C=CC=C3)C=CC=C2)C